C1(CCCC1)C(=O)OCCCCCC(C)C isooctyl cyclopentanate